ClC=1C=C(C=CC1Cl)N1NC2=CC=CC=C2C1=O 2-(3,4-dichlorophenyl)-3-indazolone